1-(4-(4-isopropyl-5-(8-methyl-[1,2,4]triazolo[1,5-a]pyridin-6-yl)-1H-pyrazol-3-yl)phenyl)-N-neopentylcyclopropan-1-amine C(C)(C)C=1C(=NNC1C=1C=C(C=2N(C1)N=CN2)C)C2=CC=C(C=C2)C2(CC2)NCC(C)(C)C